FC1=C(N(C2=CC(=CC=C2C1=O)C1=NC(=NC=C1F)N[C@@H]1C[C@H]2CO[C@@H]([C@H]1O)O2)C(C)C)CN2C[C@@H](CC2)F 3-fluoro-7-(5-fluoro-2-(((1S,3R,4S,5R)-4-hydroxy-6,8-dioxabicyclo[3.2.1]octan-3-yl)amino)pyrimidin-4-yl)-2-(((R)-3-fluoropyrrolidin-1-yl)methyl)-1-isopropylquinolin-4(1H)-one